11E-Hexadecatrienal C(C=CC=CC=CCCCCCCCCC)=O